COC1=C(C=C(C=C1)NC(=O)NCC1=C2C(=NC=C1)N(C=C2)CC(=O)N2CCOCCC2)OCCCCC 1-(4-methoxy-3-pentoxyphenyl)-3-[[1-[2-(1,4-oxazepan-4-yl)-2-oxoethyl]pyrrolo[2,3-b]pyridin-4-yl]methyl]urea